(±)-4-(4-(1-Aminoethyl)-8-fluoro-2-methylquinolin-6-yl)-5-chloro-N-(1-(methylsulfonyl)piperidin-4-yl)pyrimidin-2-amine N[C@H](C)C1=CC(=NC2=C(C=C(C=C12)C1=NC(=NC=C1Cl)NC1CCN(CC1)S(=O)(=O)C)F)C |r|